(S)-2-(5-hydroxy-4-oxobenzo[d][1,2,3]triazin-3(4H)-yl)-N-(1-(4-(trifluoromethoxy)phenyl)ethyl)acetamide OC1=CC=CC=2N=NN(C(C21)=O)CC(=O)N[C@@H](C)C2=CC=C(C=C2)OC(F)(F)F